8-chloro-1-[trans-4-(trifluoromethyl)cyclohexyl]-5,6-dihydro-4H-[1,2,4]triazolo[4,3-a][1]benzazepine-5-ol ClC=1C=CC2=C(CC(CC=3N2C(=NN3)[C@@H]3CC[C@H](CC3)C(F)(F)F)O)C1